ClC1=CC=C(C=C1)C1=C(C(=NN1C1=C(C=C(C=C1)Cl)Cl)C(=O)NC1=CC(=NC=C1)C(=O)OC)C Methyl 4-(5-(4-chlorophenyl)-1-(2,4-dichlorophenyl)-4-methyl-1H-pyrazole-3-carboxamido)picolinate